(Z) and (E)-2-(2-(piperidin-3-ylidene)ethyl)isoindoline-1,3-dione N1CC(CCC1)=CCN1C(C2=CC=CC=C2C1=O)=O